NC1=NC=CC=C1C1=C(N=CN1C)C1=CC=C(C=C1)CO (4-(5-(2-Aminopyridin-3-yl)-1-methyl-1H-imidazol-4-yl)phenyl)methanol